europium praseodymium nickel oxide [Ni]=O.[Pr].[Eu]